FC=1C=C(C=NC1)C1=NC=2N(C(=N1)N[C@@H]1CCC=3NC4=CC=CC=C4C3C1)N=CC2C(C)(C)O 2-[2-(5-fluoro-3-pyridyl)-4-[[(3R)-2,3,4,9-tetrahydro-1H-carbazol-3-yl]amino]pyrazolo[1,5-a][1,3,5]triazin-8-yl]propan-2-ol